FC1=CC(=C(C=C1)C=1C(=CC(=NC1)OC)C1=NN2C(CN(CC2)C(=O)OC(C)(C)C)=C1)OCCOC tert-butyl 2-[5-[4-fluoro-2-(2-methoxyethoxy) phenyl]-2-methoxy-4-pyridyl]-6,7-dihydro-4H-pyrazolo[1,5-a]pyrazine-5-carboxylate